C(C)OC(C1=C(C(=CC(=C1F)F)F)F)=O 2,3,5,6-tetrafluorobenzoic acid ethyl ester